6-(5-(1-Methyl-1H-pyrazol-4-yl)-1H-pyrrolo[2,3-b]pyridin-3-yl)-N-(1-methylpiperidin-4-yl)quinazolin-4-amine CN1N=CC(=C1)C=1C=C2C(=NC1)NC=C2C=2C=C1C(=NC=NC1=CC2)NC2CCN(CC2)C